ClC1=CC=C(C=C1)NC(C1=CC=C(C=C1)C1(C(NC(NC1=O)=O)=O)N1CCC2(CN(C2)C(CO)=O)CC1)=O N-(4-chlorophenyl)-4-[5-[2-(2-hydroxyacetyl)-2,7-diazaspiro[3.5]nonan-7-yl]-2,4,6-trioxo-hexahydropyrimidin-5-yl]benzamide